O=C1N(C(CCC1N1C(C2=CC=C(C=C2C1=O)F)=O)=O)COCC[Si](C)(C)C 2-(2,6-dioxo-1-((2-(trimethylsilyl)ethoxy)methyl)piperidin-3-yl)-5-fluoroisoindoline-1,3-dione